NC1=NC(=NC(=N1)N)N1CCC(CC1)(CCCC1=CC=CC=C1)CO (1-(4,6-Diamino-1,3,5-triazin-2-yl)-4-(3-phenylpropyl)piperidin-4-yl)methanol